O.Cl.Cl.CC1(CC(=CC=C1)N)N M-toluenediamine dihydrochloride hydrate